tert-butyl (3S)-4-[7-[6-[bis[(4-methoxyphenyl)methyl]amino]-3-iodo-4-methyl-2-pyridyl]-6-chloro-2,8-difluoro-quinazolin-4-yl]-3-methyl-piperazine-1-carboxylate COC1=CC=C(C=C1)CN(C1=CC(=C(C(=N1)C1=C(C=C2C(=NC(=NC2=C1F)F)N1[C@H](CN(CC1)C(=O)OC(C)(C)C)C)Cl)I)C)CC1=CC=C(C=C1)OC